1-(2-fluorophenyl)-6-methyl-4-oxo-N-(m-tolyl)-1,4-dihydropyridazine-3-carboxamide FC1=C(C=CC=C1)N1N=C(C(C=C1C)=O)C(=O)NC=1C=C(C=CC1)C